methyl 2-((S)-1-chloroethyl)-3-(((S)-oxetan-2-yl) methyl)-3H-imidazo[4,5-b]pyridine-5-carboxylate Cl[C@@H](C)C1=NC=2C(=NC(=CC2)C(=O)OC)N1C[C@H]1OCC1